1-(2,2-difluoroethyl)-6-(4,4,5,5-tetramethyl-1,3,2-dioxaborolan-2-yl)-1H-benzo[d][1,2,3]triazole FC(CN1N=NC2=C1C=C(C=C2)B2OC(C(O2)(C)C)(C)C)F